bicyclo[5.1.0]octane-4-carbaldehyde C12CCC(CCC2C1)C=O